N-((4-(1,2-dihydroxyethyl)-1-(4-(trifluoromethyl)phenyl)-1H-pyrazolo[3,4-b]pyridin-3-yl)methyl)acrylamide OC(CO)C1=C2C(=NC=C1)N(N=C2CNC(C=C)=O)C2=CC=C(C=C2)C(F)(F)F